ClC1=CN=C2N1C=C(C=C2C(=O)O)CNCC(C)C 3-chloro-6-((isobutylamino)methyl)imidazo[1,2-a]pyridine-8-carboxylic acid